C(C)(C)(C)OC(=O)N([C@H](C[C@H](O)C=1SC=C(N1)C(=O)OCC)C(C)C)OCCCC#C ethyl 2-((1S,3R)-3-(tert-butoxycarbonyl(pent-4-ynyloxy)amino)-1-hydroxy-4-methylpentyl)thiazole-4-carboxylate